NC([C@H](CCC(=O)OC(C)(C)C)N1C(C2=CC=C(C(=C2C1)C)B1OC(C(O1)(C)C)(C)C)=O)=O tert-butyl (S)-5-amino-4-(4-methyl-1-oxo-5-(4,4,5,5-tetramethyl-1,3,2-dioxaborolan-2-yl)isoindolin-2-yl)-5-oxopentanoate